ClC=1C(=NC=CC1I)N1C=C(C=C1)C(=O)N 1-(3-chloro-4-iodopyridin-2-yl)-1H-pyrrole-3-carboxamide